4-methyl-cyclohexane-1,3-diyl diisocyanate CC1C(CC(CC1)N=C=O)N=C=O